C[C@H]1[C@H]([C@H]([C@@H]([C@@H](O1)O[C@@H]2[C@H]([C@@H](O[C@@H]([C@H]2O[C@H]3[C@@H]([C@H]([C@H]([C@H](O3)CO)O)O[C@H]4[C@@H]([C@H]([C@@H]([C@H](O4)CO)O[C@H]5[C@@H]([C@H]([C@H]([C@H](O5)CO)O)O[C@H]6[C@@H]([C@H]([C@@H]([C@H](O6)CO)O[C@H]7[C@@H]([C@H]([C@H]([C@H](O7)CO)O[C@@H]8[C@@H]([C@H]([C@@H]([C@H](O8)CO)O)O)NC(=O)C)O)O)O)NC(=O)C)O)O[C@H]9[C@H]([C@@H]([C@@H]([C@@H](O9)C)O)O)O)NC(=O)C)O)CO)O)NC(=O)C)O)O)O The molecule is a branched amino nonasaccharide comprised of a sequence of N-acetyl-alpha-D-glucosamine, beta-D-galactose, N-acetyl-beta-D-glucosamine, beta-D-galactose, N-acetyl-beta-D-glucosamine, beta-D-galactose and N-acetyl-beta-D-glucosamine residues linked (1->4), (1->4), (1->3), (1->4), (1->3) and (1->4), with alpha-L-fucosyl residues linked (1->3) both to the N-acetyl-alpha-D-glucosamine residue at the reducing end and the one proximal to it in the sequence. It has a role as an epitope. It is an amino nonasaccharide and a glucosamine oligosaccharide.